CSC=1N=CC2=C(N1)N(C(C=C2C#C[Si](CC)(CC)CC)=O)C2=CC=CC=C2 2-(methylthio)-8-phenyl-5-((triethylsilyl)ethynyl)pyrido[2,3-d]pyrimidin-7(8H)-one